(2S)-2-[(tert-butoxycarbonyl)amino]-4-{[(9H-fluoren-9-ylmethoxy)carbonyl]amino}butanoic acid C(C)(C)(C)OC(=O)N[C@H](C(=O)O)CCNC(=O)OCC1C2=CC=CC=C2C=2C=CC=CC12